C[C@@H]1N(CC=C1)C(=O)OC(C)(C)C tert-Butyl (S)-2-methyl-2,5-dihydro-1H-pyrrole-1-carboxylate